ClC=1C=C2C=C(NC2=CC1)CNC(N(C)C1CN(CCC1)C(=O)C1=CC=CC=2CCOC21)=O 3-[(5-chloro-1H-indol-2-yl)methyl]-1-[1-(2,3-dihydro-1-benzofuran-7-carbonyl)piperidin-3-yl]-1-methylurea